ClC=1C(=NC(=NC1)NC1CCOCC1)C=1C=C2C(N(C(C2=CC1)CC(=O)OC)CC(=O)N(CCC1=CC=CC=C1)C)=O methyl 2-(5-(5-chloro-2-((oxan-4-yl)amino)pyrimidin-4-yl)-2-(2-(methyl(phenethyl)amino)-2-oxoethyl)-3-oxoisoindolin-1-yl)acetate